ClC1=NC(=CC(=N1)C1=CC=CC(=N1)N1N=NC=C1)[2H] 1-(6-(2-chloropyrimidin-4-yl-6-d)pyridin-2-yl)-1H-1,2,3-triazol